methyl 2-[4-chloro-5-[hydroxyiminomethyl]-6-oxo-pyridazin-1-yl]acetate ClC=1C=NN(C(C1C=NO)=O)CC(=O)OC